2-amino-1,9-dihydro-9-[(1S,3R,4S)-4-hydroxy-3-((S)-((S)-1-methoxycarbonylethylamino-(4-bromo-phenyl)oxy-phosphoryl)-oxymethyl)-2-methylenecyclopentyl]-6H-purin-6-one NC=1NC(C=2N=CN(C2N1)[C@@H]1C([C@@H]([C@H](C1)O)CO[P@](=O)(OC1=CC=C(C=C1)Br)N[C@@H](C)C(=O)OC)=C)=O